OC(C)(C)C1(OC1)CN1C(N(C2=C1C=C(C=C2)[N+](=O)[O-])C)=O 3-((2-(2-hydroxypropan-2-yl)oxiran-2-yl)methyl)-1-methyl-5-nitro-1,3-dihydro-2H-benzo[d]imidazol-2-one